2-(ethylamino)pyrimidin C(C)NC1=NC=CC=N1